OCC1=CC=C(N=N1)OC1=CC=C(C=C1)C(C)(C)C1=CC=C(OC2CC(C2)NC(OC(C)(C)C)=O)C=C1 tert-butyl ((1r,3r)-3-(4-(2-(4-((6-(hydroxylmethyl)pyridazine-3-yl)oxy)phenyl) propan-2-yl)phenoxy)cyclobutyl)carbamate